(S)-8-chloro-5-(1-(2-(3-(6-fluoro-[1,2,4]triazolo[4,3-a]pyridin-7-yl)propyl)-2-azaspiro[3.3]heptan-6-yl)ethyl)-2-methylphthalazin-1(2H)-one ClC=1C=CC(=C2C=NN(C(C12)=O)C)[C@@H](C)C1CC2(CN(C2)CCCC2=CC=3N(C=C2F)C=NN3)C1